tert-butyl 3-(7-acetoxy-4-((3,4-dichloro-2-fluorophenyl)amino)quinazolin-6-yl)azetidine-1-carboxylate C(C)(=O)OC1=C(C=C2C(=NC=NC2=C1)NC1=C(C(=C(C=C1)Cl)Cl)F)C1CN(C1)C(=O)OC(C)(C)C